6-indoleboronic acid pinacol ester N1C=CC2=CC=C(C=C12)B1OC(C)(C)C(C)(C)O1